FC([C@@H]1OCC(N1C=1N=C2N(CCOC3=C2C=CC(=C3)N[C@H](C(=O)N)C)C1)=C=O)F (S)-2-((2-((S)-2-(difluoromethyl)-4-carbonyloxazolidin-3-yl)-5,6-dihydrobenzo[f]imidazo[1,2-d][1,4]oxazepin-9-yl)amino)propanamide